ClC1=C(C=C2C(C(NC2=C1)=O)=C(C1=CC(=NO1)OC)O)C1=CC=C(C=C1)C1(CCC1)OC 6-chloro-3-[hydroxy-(3-methoxyisoxazol-5-yl)methylene]-5-[4-(1-methoxycyclobutyl)phenyl]indolin-2-one